(E)-3-(4-(4-(4-(2-(benzo[c][1,2,5]oxadiazol-5-yl)vinyl)benzamido)-1-methyl-1H-pyrrole-2-carboxamido)-1-methyl-1H-pyrrole-2-carboxamido)-N-ethyl-N,N-dimethylpropan-1-aminium N=1ON=C2C1C=CC(=C2)/C=C/C2=CC=C(C(=O)NC=1C=C(N(C1)C)C(=O)NC=1C=C(N(C1)C)C(=O)NCCC[N+](C)(C)CC)C=C2